2-(4-(bis-p-tolylamino)benzylidene)-1H-Indene C1(=CC=C(C=C1)N(C1=CC=C(C=C2CC3=CC=CC=C3C2)C=C1)C1=CC=C(C=C1)C)C